N1=CC(=CC2=CC=CC=C12)C1=CC=2C(=NC=C3C=CC(NC23)=O)C=C1 9-(quinolin-3-yl)benzo[h][1,6]naphthyridin-2(1H)-one